trans-4,5-difluoro-2,2-bis(trifluoromethyl)-1,3-dioxolane F[C@@H]1OC(O[C@H]1F)(C(F)(F)F)C(F)(F)F